2,3,5,6-tetrafluoro-benzenesulfonic acid FC1=C(C(=C(C=C1F)F)F)S(=O)(=O)O